Methyl 1-((3,3-difluoro-1-methylcyclobutyl)methyl)-3-(3-fluorobicyclo[1.1.1]pentan-1-yl)-4-(trifluoromethyl)-1H-pyrazole-5-carboxylate FC1(CC(C1)(C)CN1N=C(C(=C1C(=O)OC)C(F)(F)F)C12CC(C1)(C2)F)F